(4-carbamoyl-3-methyl-phenyl)boronic acid C(N)(=O)C1=C(C=C(C=C1)B(O)O)C